C(C1=CC=CC=C1)N1[C@@H](CC[C@H]1CO)CO ((2S,5S)-1-benzylpyrrolidine-2,5-diyl)dimethanol